tert-butyl 3-(2-methoxy-2-oxoethylidene)piperidine-1-carboxylate COC(C=C1CN(CCC1)C(=O)OC(C)(C)C)=O